C1(CCCC1)OC=1C=C(C=CC1C=1NC(C2=C(N1)NN=N2)=O)C2=CC(=CC=C2O)C(=O)O 3'-(cyclopentyloxy)-6-hydroxy-4'-(7-oxo-6,7-dihydro-3H-[1,2,3]triazolo[4,5-d]pyrimidin-5-yl)-[1,1'-biphenyl]-3-carboxylic acid